Methyl (4-bromo-3-nitrophenyl)carbamate BrC1=C(C=C(C=C1)NC(OC)=O)[N+](=O)[O-]